5-(7-(2-fluoro-3,5-dimethoxyphenyl)-1,4,5,6,7,8-hexahydrocyclohepta[c]pyrazol-3-yl)-1H-pyrazol-4-amine FC1=C(C=C(C=C1OC)OC)C1CCCC2=C(NN=C2C2=C(C=NN2)N)C1